Tert-butyl 4-[3-(difluoromethyl)-4-nitro-pyrazol-1-yl]piperidine-1-carboxylate FC(C1=NN(C=C1[N+](=O)[O-])C1CCN(CC1)C(=O)OC(C)(C)C)F